C(C(O)C(O)C(=O)O)(=O)O.C(CC(O)(C(=O)O)CC(=O)O)(=O)O citric acid, tartaric acid salt